5-cyclopentyl-N-[(2S)-4-(3,3-difluoropiperidin-1-yl)-1-(1H-1,2,3,4-tetrazol-5-yl)but-2-yl]-1-[2-(trifluoromethyl)phenyl]-1H-1,2,4-triazol-3-carboxamide C1(CCCC1)C1=NC(=NN1C1=C(C=CC=C1)C(F)(F)F)C(=O)N[C@H](CC1=NN=NN1)CCN1CC(CCC1)(F)F